CN1N=C(C2=CC=CC=C12)Cl methyl-3-chloro-1H-indazole